OC1=CC=2C3(C4=CC(=CC=C4C2C=C1)C(=O)O)C1=CC(=CC=C1C=1C=CC(=CC13)O)C(=O)O 2,2'-dihydroxy-7,7'-dicarboxy-9,9'-spirobifluorene